C(C)(C)(C)OC(C(CO)(C)C1CC1)=O 2-Cyclopropyl-3-hydroxy-2-methyl-propionic acid tert-butyl ester